ammonium methylsulfonyl-[3-[(1R)-3-(3-hydroxy-1-piperidyl)-1-[[(6S)-6-tert-butyl-5,6,7,8-tetrahydrothieno[2,3-b]quinoline-2-carbonyl]amino]propyl]phenyl]azanide CS(=O)(=O)[N-]C1=CC(=CC=C1)[C@@H](CCN1CC(CCC1)O)NC(=O)C1=CC=2C(=NC=3CC[C@@H](CC3C2)C(C)(C)C)S1.[NH4+]